ClC1=CNC2=C(C=CC=C12)NS(=O)(=O)C=1C=C(C(=O)NCCCOCCOCCOCCCNC(=O)C2=CC(=CC=C2)S(NC=2C=CC=C3C(=CNC23)Cl)(=O)=O)C=CC1 3-(N-(3-chloro-1H-indol-7-yl)sulfamoyl)-N-(1-(3-(N-(3-chloro-1H-indol-7-yl)sulfamoyl)phenyl)-1-oxo-6,9,12-trioxa-2-azapentadecan-15-yl)benzamide